FC([C@@H]1CC[C@H](CC1)C(=O)NNC(=O)OC(C)(C)C)(F)F tert-butyl 2-{[trans-4-(trifluoromethyl)cyclohexyl]carbonyl}hydrazinecarboxylate